(8-amino-2,3-dihydrobenzo[b][1,4]dioxin-5-yl)dimethylphosphine oxide NC1=CC=C(C2=C1OCCO2)P(C)(C)=O